C(CCCCC)C(C(=O)NC(CCSCCC(=O)OCCCCCCCCCCCCC)C(NCCN1CCCCC1)=O)CCCCCCCC tridecyl 3-((3-(2-hexyldecanamido)-4-oxo-4-((2-(piperidin-1-yl)ethyl)amino)butyl)thio)propanoate